8-((2S,SR)-2,5-dimethyl-4-(1-(3,4,5-trifluorophenyl)ethyl)piperazin-1-yl)-5-methyl-6-oxo-5,6-dihydro-1,5-naphthyridine-2-carbonitrile C[C@@H]1N(C[C@@H](N(C1)C(C)C1=CC(=C(C(=C1)F)F)F)C)C1=CC(N(C=2C=CC(=NC12)C#N)C)=O |&1:4|